N12CCCCC2C1 azabicyclo[4.1.0]-heptane